4-phenylmethylene-2,6-diisopropyl-2,5-cyclohexadiene-1-one C1(=CC=CC=C1)C=C1C=C(C(C(=C1)C(C)C)=O)C(C)C